2-(o-tolyl)acetic acid C1(=C(C=CC=C1)CC(=O)O)C